BrC1=CC2=C(N=C(S2)[C@H]2N(CCC3=C2N=CN3)C(CCC3CC3)=O)C=C1 (S)-1-(4-(6-bromobenzo[d]thiazol-2-yl)-6,7-dihydro-1H-imidazo[4,5-c]pyridin-5(4H)-yl)-3-cyclopropylpropan-1-one